C1(CC1)C1=C(C(=NO1)C1=C(C=CC=C1Cl)Cl)CO[C@H]1[C@@H]2CN([C@H](C1)C2)C=2SC1=C(N2)C(=CC(=C1)C=1N=NNN1)F 2-[(1S,4S,5R)-5-{[5-cyclopropyl-3-(2,6-dichlorophenyl)-1,2-oxazol-4-yl]methoxy}-2-azabicyclo[2.2.1]heptan-2-yl]-4-fluoro-6-(2H-1,2,3,4-tetrazol-5-yl)-1,3-benzothiazol